3-fluoro-4-(4-{[2-(3-methoxy-1-methyl-1H-pyrazol-4-yl)-4-methylpyrrolidin-1-yl]methyl}phenoxy)benzamide FC=1C=C(C(=O)N)C=CC1OC1=CC=C(C=C1)CN1C(CC(C1)C)C=1C(=NN(C1)C)OC